C(=O)O.N1CC(C1)OC=1C(=C(C(=C2C=NNC12)C=1N=CC=2N(C1)C=C(N2)NC(=O)[C@H]2[C@H](C2)F)Cl)F (1S,2S)-N-(6-(7-(azetidin-3-yloxy)-5-chloro-6-fluoro-1H-indazol-4-yl)imidazo[1,2-a]pyrazin-2-yl)-2-fluorocyclopropane-1-carboxamide formate